1-benzyl-3-(2-ethylhexyl)imidazolium 2-ethylhexanoate C(C)C(C(=O)[O-])CCCC.C(C1=CC=CC=C1)N1C=[N+](C=C1)CC(CCCC)CC